ClC1=C(C(=O)N2COC3=C(C2)C=CC=C3C3=CC(=C(C(=O)OC)C=C3F)N3C2COCC3CC2)C(=CC(=C1)N1[C@H]2CC(C[C@@H]1CC2)O)Cl |r| Methyl 4-[3-[2,6-dichloro-4-[rac-(1R,3r,5S)-3-hydroxy-8-azabicyclo[3.2.1]octan-8-yl]benzoyl]-2,4-dihydro-1,3-benzoxazin-8-yl]-5-fluoro-2-(3-oxa-8-azabicyclo[3.2.1]octan-8-yl)benzoate